5-bromo-2-hydroxy-3-nitrobenzamide BrC=1C=C(C(=C(C(=O)N)C1)O)[N+](=O)[O-]